FC=1C=C(C=CC1)C=1C(=NN(C1C(=O)NCCOC)C=1SC(=C(N1)C1=CC=C(C=C1)C(F)(F)F)SC(C)C)C 4-(3-fluorophenyl)-1-(5-(isopropylsulfanyl)-4-(4-(trifluoromethyl)phenyl)thiazol-2-yl)-N-(2-methoxyethyl)-3-methyl-1H-pyrazole-5-carboxamide